C(C)(=O)O[C@H]1[C@@H](O[C@@H]([C@H]([C@@H]1OC(C)=O)OC(C)=O)C(=O)OCC1=CC=CC=C1)OC1=C(C=CC2=C1C[C@H]1CCCN([C@@H]1C2)CCC)OCC2=CC=CC=C2 (2S,3R,4S,5S,6S)-2-(((4aR,10aR)-7-(benzyloxy)-1-propyl-1,2,3,4,4a,5,10,10a-octahydrobenzo[g]quinolin-6-yl)oxy)-6-((benzyloxy)carbonyl)tetrahydro-2H-pyran-3,4,5-triyl triacetate